tert-butyl (S)-3-(((7-(3-(tert-butoxy)-2-((1,3-dioxoisoindolin-2-yl)oxy)-3-oxopropoxy)isoquinolin-3-yl)amino)methyl)azetidine-1-carboxylate C(C)(C)(C)OC([C@H](COC1=CC=C2C=C(N=CC2=C1)NCC1CN(C1)C(=O)OC(C)(C)C)ON1C(C2=CC=CC=C2C1=O)=O)=O